BrC1=CC=C(C=C1)C1=C(C(C(=C1C1=CC=CC=C1)C1=CC=CC=C1)=O)C1=CC=CC=C1 3-(4-bromophenyl)-2,4,5-triphenyl-2,4-cyclopentadien-1-one